ClC1=CC=C(S1)CSC1=CC(=NN1C(=O)C=1N=CSC1)C1N(CC1C(F)(F)F)C(=O)N1CCCC1 4-(5-{[(5-Chlorothiophen-2-yl)methyl]sulfanyl}-3-[1-(pyrrolidin-1-carbonyl)-3-(trifluoromethyl)azetidin-2-yl]-1H-pyrazol-1-carbonyl)-1,3-thiazol